CC1(C(=[N+](C2=CC=C(C=C12)S(=O)(=O)O)CCCS(=O)(=O)O)C=CC=CC=C1N(C2=CC=C(C=C2C1(CCCCC(NCCCCCCOP(=O)(O)O)=O)C)S(=O)(=O)O)CCCS(=O)(=O)O)C 2-[5-[3,3-dimethyl-5-sulfo-1-(3-sulfopropyl)indol-1-ium-2-yl]penta-2,4-dienylidene]-3-methyl-3-[5-oxo-5-(6-phosphonooxyhexylamino)pentyl]-1-(3-sulfopropyl)indole-5-sulfonic acid